2-amino-1-(3-((3-chloro-4-(trifluoromethyl)phenyl)amino)-2-(3,4-difluorophenyl)-8,8-dimethyl-5,6-dihydroimidazo[1,2-a]pyrazin-7(8H)-yl)ethan-1-one NCC(=O)N1C(C=2N(CC1)C(=C(N2)C2=CC(=C(C=C2)F)F)NC2=CC(=C(C=C2)C(F)(F)F)Cl)(C)C